tert-butyl (R)-2-(((5-cyclohexylpyridin-2-yl)methyl)(4-oxo-3-((2-(trimethylsilyl)ethoxy)methyl)-3,4-dihydroquinazolin-7-yl)carbamoyl)azetidine-1-carboxylate TFA salt OC(=O)C(F)(F)F.C1(CCCCC1)C=1C=CC(=NC1)CN(C(=O)[C@@H]1N(CC1)C(=O)OC(C)(C)C)C1=CC=C2C(N(C=NC2=C1)COCC[Si](C)(C)C)=O